ClCC1=CC=C(O1)S(=O)(=O)N 5-(Chloromethyl)furan-2-sulfonamide